5-bromo-N-(3,4-dimethoxybenzyl)-[2,2'-bipyridine]-3-carboxamide BrC=1C=C(C(=NC1)C1=NC=CC=C1)C(=O)NCC1=CC(=C(C=C1)OC)OC